OC(CNC(=O)C1CCN(CC1)C1=NC(=NO1)C1=CC=C(C=C1)OC)CC1=CC=CC=C1 N-(2-hydroxy-3-phenylpropyl)-1-(3-(4-methoxyphenyl)-1,2,4-oxadiazol-5-yl)piperidine-4-carboxamide